tert-butyl (S)-4-(6-((1-(4-(difluoromethyl)phenyl)-4-methyl-1H-1,2,3-triazol-5-yl)methoxy)pyridazin-3-yl)-2-(((S)-2-oxocyclopentyl)carbamoyl)piperazine-1-carboxylate FC(C1=CC=C(C=C1)N1N=NC(=C1COC1=CC=C(N=N1)N1C[C@H](N(CC1)C(=O)OC(C)(C)C)C(N[C@@H]1C(CCC1)=O)=O)C)F